NC1=CC=C(OC2=CC=C(OCCCCOC3=CC=C(C=C3)OC3=CC=C(C=C3)N)C=C2)C=C1 1,4-bis[4-(4-aminophenoxy)phenoxy]butane